trimethyl-[3-(prop-2-enamido)propyl]ammonium chloride [Cl-].C[N+](CCCNC(C=C)=O)(C)C